N-(1-(2-fluorophenyl)-1H-pyrazol-5-yl)pyrazolo[1,5-a]pyrimidine-3-carboxamide FC1=C(C=CC=C1)N1N=CC=C1NC(=O)C=1C=NN2C1N=CC=C2